OC1=C(C=CC=C1)C=1C=C(OC1)C=CC=O 4-(hydroxyphenyl)-3-(2-furyl)-2-propen-1-one